p-aminobenzoic acid-triethylamine salt C(C)N(CC)CC.NC1=CC=C(C(=O)O)C=C1